2,5-bis(4-methylphenyl)phospholan-1-amine CC1=CC=C(C=C1)C1P(C(CC1)C1=CC=C(C=C1)C)N